C1(=CC=CC=C1)N(C1=CC=C(C=C1)C=1C=CC=2N(C3=CC=CC=C3C2C1)C=1C(=C(C#N)C(=C(C1N1C2=CC=CC=C2C=2C=C(C=CC12)C1=CC=C(C=C1)N(C1=CC=CC=C1)C1=CC=CC=C1)N1C2=CC=CC=C2C=2C=C(C=CC12)C)C1=CC=NC=C1)N1C2=CC=CC=C2C=2C=C(C=CC12)C)C1=CC=CC=C1 3,4-bis(3-(4-(diphenylamino)phenyl)-9H-carbazol-9-yl)-2,5-bis(3-methyl-9H-carbazol-9-yl)-6-(pyridin-4-yl)benzonitrile